C(CN=C(N)N)/C=C(/C(=O)O)\N dehydroarginine